FC(C1=CC=C(C=C1)N1N=CC(=C1)C=1C=CC2=C(C=C(O2)C(=O)O)C1)(F)F 5-(1-(4-(trifluoromethyl)phenyl)-1H-pyrazol-4-yl)benzofuran-2-carboxylic acid